4-(5-(3,5-dichlorophenyl)-5-(trifluoromethyl)-4,5-dihydroisoxazol-3-yl)-N-(2,2-difluoroethyl)-N-(5-(1,1-difluoroethyl)-1-(2,2-difluoroethyl)-1H-1,2,4-triazol-3-yl)-2-methylbenzamide ClC=1C=C(C=C(C1)Cl)C1(CC(=NO1)C1=CC(=C(C(=O)N(C2=NN(C(=N2)C(C)(F)F)CC(F)F)CC(F)F)C=C1)C)C(F)(F)F